OCC1(CC1)OCC=1C=NC(=C(C(=O)O)C1)OC 5-((1-(hydroxymethyl)cyclopropyloxy)methyl)-2-methoxynicotinic acid